hexachloroiron Cl[Fe](Cl)(Cl)(Cl)(Cl)Cl